CC=1C=C(C=CC1)CNCC[C@]1(CCOC2(CCCC2)C1)C1=CC=CC=C1 [(3-methylphenyl)methyl]({2-[(9R)-9-phenyl-6-oxaspiro[4.5]decan-9-yl]ethyl})amine